2-(difluoromethoxy)-1-methyl-4-nitrobenzene FC(OC1=C(C=CC(=C1)[N+](=O)[O-])C)F